C(N)(=N)C1=CC=C(OC2CCC(CC2)OC=2C=CC(=NC2)C(N)=N)C=C1 5-(((1r,4r)-4-(4-carbamimidoyl-phenoxy)cyclohexyl)oxy)picolin-imidamide